OC[C@H]1N(CCSC1)C(=O)C1=C(C=CC=C1)CCC(=O)OCC ethyl (R)-3-(2-(3-(hydroxymethyl)thiomorpholine-4-carbonyl)phenyl)propanoate